C1(CC1)(C1CC1)N1N=NC(=C1)[C@H](C=1C(=NC(=CC1)F)C)NC=1C=C2C(=C(C=NC2=C(C1)C#N)C#N)NCC(C(F)(F)F)(C)C (S)-6-(((1-([1,1'-bi(cyclopropan)]-1-yl)-1H-1,2,3-triazol-4-yl)(6-fluoro-2-methylpyridin-3-yl)methyl)amino)-4-((3,3,3-trifluoro-2,2-dimethylpropyl)amino)quinoline-3,8-dicarbonitrile